N-((5-(5-(difluoromethyl)-1,3,4-oxadiazol-2-yl)thiazol-2-yl)methyl)-N-(2-(trifluoromethyl)pyridin-4-yl)ethanesulfonamide FC(C1=NN=C(O1)C1=CN=C(S1)CN(S(=O)(=O)CC)C1=CC(=NC=C1)C(F)(F)F)F